C(C)(=O)N1CCC(CC1)N1CC2=C(CC1)N(C(=N2)C(=O)NC2=C(C(=CC=C2)C2=NC=CC(=C2Cl)C2=NC(=C(C=C2)CO)OC)Cl)C 5-(1-Acetylpiperidin-4-yl)-N-(2-chloro-3-(3'-chloro-5-(hydroxymethyl)-6-methoxy-[2,4'-bipyridin]-2'-yl)phenyl)-1-methyl-4,5,6,7-tetrahydro-1H-imidazo[4,5-c]pyridine-2-carboxamide